N-((2S,3S,4R)-3,4-dihydroxy-1-(((2S,3R,4S,5R,6R)-3,4,5-trihydroxy-6-(hydroxymethyl)tetrahydro-2H-pyran-2-yl)oxy)octadecan-2-yl)-24-(3-fluorobicyclo[1.1.1]pentan-1-yl)tetracosanamide O[C@@H]([C@H](CO[C@H]1O[C@@H]([C@@H]([C@@H]([C@H]1O)O)O)CO)NC(CCCCCCCCCCCCCCCCCCCCCCCC12CC(C1)(C2)F)=O)[C@@H](CCCCCCCCCCCCCC)O